ClC=1C=C2C3=C(NC2=C(C1)C1=CC(=CC=C1)OCC1=NC2=CC=CC=C2C=C1)C(=NC=C3)C 6-Chloro-1-methyl-8-[3-(quinolin-2-ylmethoxy)-phenyl]-9H-pyrido[3,4-b]indole